C(=C)N1C(=NCC1)C N-vinyl-2-methylimidazoline